FC(C(C)(O)C)(CC[C@@H](C)[C@H]1CC[C@H]2/C(/CCC[C@]12C)=C/CN1N=C(N=N1)C1=C(C=CC=C1)F)F (6R)-3,3-difluoro-6-[(1R,3aS,7aR,E)-4-{2-[5-(2-fluorophenyl)-2H-tetrazol-2-yl]ethylidene}-7a-methyloctahydro-1H-inden-1-yl]-2-methylheptan-2-ol